C(CCCCC)OCCC(=O)N(CCCCC)CCCCC 3-hexyloxy-N,N-dipentylpropanamide